(R)-4-cyclopropyl-thiazolidine-2-thione C1(CC1)[C@H]1NC(SC1)=S